3-(1-(1-(4-chlorobenzyl)-1H-indole-7-carboxamido)cyclopropyl)bicyclo[1.1.1]pentane-1-carboxylic acid ClC1=CC=C(CN2C=CC3=CC=CC(=C23)C(=O)NC2(CC2)C23CC(C2)(C3)C(=O)O)C=C1